(2R,4R)-N1-(4-chlorophenyl)-N2-(5-(3-cyclopropyl-1-((S)-1,1-dimethylethylsulfonamido)-1-(pyridin-2-yl)propyl)-2-fluorophenyl)-4-hydroxypyrrolidine-1,2-dicarboxamide ClC1=CC=C(C=C1)NC(=O)N1[C@H](C[C@H](C1)O)C(=O)NC1=C(C=CC(=C1)C(CCC1CC1)(C1=NC=CC=C1)NS(=O)(=O)C(C)(C)C)F